NC1CCN(CC1)C1=C(C=NC2=CC=C(C=C12)C1=C(C(=CC(=C1)F)F)NC(=O)N(C)OC)C1=CC(=CC(=C1)C)F 1-{2-[4-(4-aminopiperidin-1-yl)-3-(3-fluoro-5-methylphenyl)quinolin-6-yl]-4,6-difluorophenyl}-3-methoxy-3-methylurea